C(C)(=O)N1C(\C(\C2=CC=CC=C12)=C\1/NC2=CC=CC=C2C1=O)=O (2Z)-1'-acetyl-2,3'-biindole-2',3(1H,1'H)-dione